methyl-2-(3-(octahydrocyclopenta[c]pyrrol-5-yl)-1H-pyrrolo[2,3-c]pyridin-1-yl)benzamide CC=1C(=C(C(=O)N)C=CC1)N1C=C(C=2C1=CN=CC2)C2CC1C(CNC1)C2